2-((5-fluorobenzo[d]oxazol-2-yl)amino)-1-methyl-1H-benzo[d]imidazole-5-carboxylic acid ethyl ester C(C)OC(=O)C1=CC2=C(N(C(=N2)NC=2OC3=C(N2)C=C(C=C3)F)C)C=C1